CC1=NC(=NC(=C1)C)O 4,6-dimethylpyrimidine-2-ol